C(C)(C)C1=C(CC=2C(=NC(=NC2)N)N)C=C(C(=C1)OC)C1=CN=CS1 5-(2-Isopropyl-4-methoxy-5-thiazol-5-yl-benzyl)-pyrimidine-2,4-diamine